(3,5-dichloro-4-((1-(3,4-difluorobenzyl)-6-oxo-1,6-dihydropyridin-3-yl)oxy)phenyl)-5-oxo-4,5-dihydro-1,2,4-oxadiazole-3-carboxamide ClC=1C=C(C=C(C1OC1=CN(C(C=C1)=O)CC1=CC(=C(C=C1)F)F)Cl)N1C(=NOC1=O)C(=O)N